ethyl 1-[2-(2,2,2-trifluoro-1-hydroxyethyl)phenyl]-1H-pyrazole-4-carboxylate FC(C(O)C1=C(C=CC=C1)N1N=CC(=C1)C(=O)OCC)(F)F